L-Glutamine-d3 benzyl-(2-bromo-5-fluorobenzyl)carbamate C(C1=CC=CC=C1)N(C(O)=O)CC1=C(C=CC(=C1)F)Br.N([C@@](CCC(N)=O)(C(=O)O)[2H])([2H])[2H]